Racemic-N,N-dimethyl-1-ferrocenylethylamine CN(C)[C@H](C)[C-]1C=CC=C1.[CH-]1C=CC=C1.[Fe+2] |r|